methyl 2-vinyl-[1,2,4]triazolo[1,5-a]pyridine-6-carboxylate C(=C)C1=NN2C(C=CC(=C2)C(=O)OC)=N1